C1=CC=C(C=C1)C(=O)OC2=NC=CC=N2 pyrimidinyl benzoate